1-(4-Benzoyl-3,4-dihydroquinoxalin-1(2H)-yl)-2-(4-methylpiperazin-1-yl)ethan-1-one C(C1=CC=CC=C1)(=O)N1CCN(C2=CC=CC=C12)C(CN1CCN(CC1)C)=O